(Z)-4-fluorostyryl (p-tolyl) thioether C1(=CC=C(C=C1)S\C=C/C1=CC=C(C=C1)F)C